trans-1,2-cyclohexanedimethanamine [C@@H]1([C@@H](CCCC1)CN)CN